1-decyl-3-methylimidazolium furanate O1C(=CC=C1)C(=O)[O-].C(CCCCCCCCC)N1C=[N+](C=C1)C